(5aS,6R,11bR)-14-benzoyl-5a-hydroxy-10-methoxy-1,2,5,5a,6,7-hexahydro-6,11b-(epiminoethano)naphtho[1,2-d]azepine C(C1=CC=CC=C1)(=O)N1CC[C@@]23CCN=CC[C@]2([C@H]1CC1=CC=C(C=C13)OC)O